2-(4-chloro-3-fluorophenoxy)-N-(3-{6-[3-(2,2,2-trifluoroethoxy)azetidine-1-carbonyl]pyridin-3-yl}bicyclo[1.1.1]pentan-1-yl)acetamide ClC1=C(C=C(OCC(=O)NC23CC(C2)(C3)C=3C=NC(=CC3)C(=O)N3CC(C3)OCC(F)(F)F)C=C1)F